1-(5-((5-chloro-4-(1-(4-fluorobenzoyl)piperidin-3-yl)pyrimidin-2-yl)amino)pyridin-3-yl)pyrrolidin-2-one ClC=1C(=NC(=NC1)NC=1C=C(C=NC1)N1C(CCC1)=O)C1CN(CCC1)C(C1=CC=C(C=C1)F)=O